ClC1=CC(=C(C=N1)NC(OC(C)(C)C)=O)I tert-butyl N-(6-chloro-4-iodopyridin-3-yl)carbamate